2-((1-(2-cyano-7-methyl-3-(1-(2-morpholinoethyl)-1H-pyrazol-4-yl)quinolin-5-yl)ethyl)amino)benzoic acid C(#N)C1=NC2=CC(=CC(=C2C=C1C=1C=NN(C1)CCN1CCOCC1)C(C)NC1=C(C(=O)O)C=CC=C1)C